N-n-dodecyl-3-piperidinecarboxylic acid C(CCCCCCCCCCC)N1CC(CCC1)C(=O)O